spiro[cyclopropane-1,2'-pyrido[2,3-f][1,4]oxazepine]-7'-ol hydrochloride Cl.O1C2(CN=CC3=C1C=CC(=N3)O)CC2